Cl.C(C)(C)(C)[C@H]1CN(C[C@H](N1)C)C=1N=NC(=CN1)C1=C(C=C(C=C1)C1=NC=NC(=C1)OC)O 2-{3-[(3S,5R)-3-tert-butyl-5-methylpiperazin-1-yl]-1,2,4-triazin-6-yl}-5-(6-methoxypyrimidin-4-yl)phenol hydrochloride